C1(=CC=CC=C1)C=1CC(C=CC1)(\C=C\C(=O)C1=CC=CC=C1)C1=CC=C(C=C1)OC1=NC2=CC=CC=C2N=C1 3-phenyl-1-(4-(quinoxalin-2-yloxy)phenyl)chalcone